(3S)-3-[4-[1-(4-piperidylmethyl)-4-piperidyl]anilino]piperidine-2,6-dione hydrochloride Cl.N1CCC(CC1)CN1CCC(CC1)C1=CC=C(N[C@@H]2C(NC(CC2)=O)=O)C=C1